TETRAPHENYLPORPHYRIN C1=CC2N=C1C(C1C=CC=CC=1)=C1N=C(C(C3C=CC=CC=3)=C3C=CC(N3)=C(C3C=CC=CC=3)C3=CC=C(N3)C=2C2C=CC=CC=2)C=C1